R-(+)-N-benzyl-α-phenylethylamine C(C1=CC=CC=C1)N[C@H](C)C1=CC=CC=C1